CC1=CC=CC(=N1)C1=NC=CC(=N1)NC1=NC(=NC=C1)NC1=CC=C(C=C1)N1CCC(CC1)C(=O)OC1CN(CC1)C (1-methylpyrrolidin-3-yl) 1-[4-[[4-[[2-(6-methyl-2-pyridyl)pyrimidin-4-yl]amino]pyrimidin-2-yl]amino]phenyl]piperidine-4-carboxylate